tert-butyl (1S,2S,3R,5R)-3-((6-chloropyrazin-2-yl)oxy)-2-methyl-8-azabicyclo[3.2.1]octane-8-carboxylate ClC1=CN=CC(=N1)O[C@H]1[C@H]([C@@H]2CC[C@H](C1)N2C(=O)OC(C)(C)C)C